CC=1C=C(C=CC1)N(C1=CC=C(C2=CC=C(N(C3=CC=CC=C3)C3=CC(=CC=C3)C)C=C2)C=C1)C1=CC=CC=C1 bis(3-methylphenyl)-N,N'-diphenylbenzidine